FC1=C(C(=O)NC(NCC=2N=CSC2)=O)C=CC(=C1)C(F)(F)F 2-fluoro-N-((thiazol-4-ylmethyl)carbamoyl)-4-(trifluoromethyl)benzamide